ClC=1SC(=CN1)CN1C(=NCC1)N 1-((2-chlorothiazol-5-yl)methyl)-4,5-dihydro-1H-imidazol-2-amine